NC1=CC(=NC(=N1)C(F)F)NC1=CC(=C(C=N1)C=1C=NN(C1)CC(C)(O)C)F 1-(4-(6-((6-amino-2-(difluoromethyl)pyrimidin-4-yl)amino)-4-fluoropyridin-3-yl)-1H-pyrazol-1-yl)-2-methylpropan-2-ol